tert-butyl 4-((1-(3-cyano-9-ethyl-6,6-dimethyl-11-oxo-6,11-dihydro-5H-benzo[b]carbazol-8-yl)piperidin-4-yl)methyl)piperidine-1-carboxylate C(#N)C1=CC=C2C=3C(C4=C(C(C3NC2=C1)(C)C)C=C(C(=C4)CC)N4CCC(CC4)CC4CCN(CC4)C(=O)OC(C)(C)C)=O